4-(4-bromophenyl)-4-pentene-1-ol BrC1=CC=C(C=C1)C(CCCO)=C